ClC1=C(C=CC(=C1C)B1OC(C(O1)(C)C)(C)C)O 2-chloro-3-methyl-4-(4,4,5,5-tetramethyl-1,3,2-dioxaborolan-2-yl)phenol